(2R,3R,4R,5R)-5-(2,4-dioxo-3,4-dihydropyrimidin-1(2H)-yl)-2-hydroxymethyl-4-methoxytetrahydrofuran O=C1N(C=CC(N1)=O)[C@H]1[C@@H](C[C@@H](O1)CO)OC